2,2-bis(chloromethyl)trimethylene bis(bis(2-chloroethyl)phosphate) C(CCl)OP(=O)(OCCCl)OCC(COP(=O)(OCCCl)OCCCl)(CCl)CCl